2-(3,5-dimethylphenyl)-N-((2-(2,6-dioxopiperidin-3-yl)-1-oxoisoindolin-5-yl)methyl)-2-oxoacetamide CC=1C=C(C=C(C1)C)C(C(=O)NCC=1C=C2CN(C(C2=CC1)=O)C1C(NC(CC1)=O)=O)=O